tris(isobutylaminoethyl)amine C(C(C)C)NCCN(CCNCC(C)C)CCNCC(C)C